ClC=1C(=C(NC=2C3=C(N=CN2)C=NC(=C3)[C@@H]3CN(CC3)C(=O)OC(C)(C)C)C=CC1)F tert-butyl (3S)-3-[4-(3-chloro-2-fluoro-anilino)pyrido[3,4-d]pyrimidin-6-yl]pyrrolidine-1-carboxylate